2-(3-(4-(3-(6-([1,1'-biphenyl]-4-yl)-2-phenylpyrimidin-4-yl)phenyl)pyridin-2-yl)phenyl)-4,6-diphenyl-1,3,5-triazine C1(=CC=C(C=C1)C1=CC(=NC(=N1)C1=CC=CC=C1)C=1C=C(C=CC1)C1=CC(=NC=C1)C=1C=C(C=CC1)C1=NC(=NC(=N1)C1=CC=CC=C1)C1=CC=CC=C1)C1=CC=CC=C1